sodium (S)-3-(3-(1,5-dimethyl-4-oxido-2-oxo-1,2-dihydropyridin-3-yl)ureido)-3-(6-methoxy biphenyl-3-yl)propanoate CN1C(C(=C(C(=C1)C)[O-])NC(N[C@@H](CC(=O)[O-])C=1C=C(C(=CC1)OC)C1=CC=CC=C1)=O)=O.[Na+].[Na+]